C(C)(C)(C)OC(=O)N[C@@H](CC(=O)O)CN1C(CCC(C1)(F)F)=O (S)-3-((tert-butoxycarbonyl)amino)-4-(5,5-difluoro-2-oxopiperidin-1-yl)butyric acid